dichlorosilacyclobutylidenebis[2-(5-methyl-2-furyl)-4-(4-tert-butylphenyl)-5,6-dimethyl-1-indenyl]zirconium ClC1(C[Si](C1)=[Zr](C1C(=CC2=C(C(=C(C=C12)C)C)C1=CC=C(C=C1)C(C)(C)C)C=1OC(=CC1)C)C1C(=CC2=C(C(=C(C=C12)C)C)C1=CC=C(C=C1)C(C)(C)C)C=1OC(=CC1)C)Cl